7-chloro-2-methanesulfonyl-9H-indeno[2,1-d]pyrimidine ClC1=CC=2CC=3N=C(N=CC3C2C=C1)S(=O)(=O)C